3-bromo-5-(4-cyclopropyl-6-(difluoromethoxy)pyrimidin-5-yl)-1-((2-(trimethylsilyl)ethoxy)methyl)-1H-pyrazolo[4,3-d]pyrimidine BrC1=NN(C2=C1N=C(N=C2)C=2C(=NC=NC2OC(F)F)C2CC2)COCC[Si](C)(C)C